FC=1C(=C2N(C(C=NC2=CC1)=O)C)OCCNC[C@H]1CN(C(O1)=O)C1=NC2=C(OCC(N2)=O)N=C1 (S)-6-(5-(((2-((6-fluoro-4-methyl-3-oxo-3,4-dihydroquinoxalin-5-yl)oxy)ethyl)amino)methyl)-2-oxooxazolidin-3-yl)-2H-pyrazino[2,3-b][1,4]oxazin-3(4H)-one